2-[[4-(4-acetylpiperazin-1-yl)-3,5,6-trifluoropyridin-2-yl]amino]-N-[(3S)-2-oxo-5-phenyl-1,3-dihydro-1,4-benzodiazepin-3-yl]acetamide C(C)(=O)N1CCN(CC1)C1=C(C(=NC(=C1F)F)NCC(=O)N[C@@H]1C(NC2=C(C(=N1)C1=CC=CC=C1)C=CC=C2)=O)F